[K+].N[C@@H](C)C(=O)[O-] alanine Potassium salt